6-(5-((1-(ethylsulfonyl)azetidin-3-yl)oxy)pyridin-3-yl)-2-methoxyquinoline C(C)S(=O)(=O)N1CC(C1)OC=1C=C(C=NC1)C=1C=C2C=CC(=NC2=CC1)OC